6-chloro-3-(((R)-1-(2-((3S,4R)-3,4-difluoropyrrolidin-1-yl)-3,6-dimethyl-4-oxo-3,4-dihydroquinazolin-8-yl)ethyl)amino)picolinic acid ClC1=CC=C(C(=N1)C(=O)O)N[C@H](C)C=1C=C(C=C2C(N(C(=NC12)N1C[C@@H]([C@@H](C1)F)F)C)=O)C